1-(2-(dimethylamino)-4-methylphenethyl)-3-(thiophene-3-ylmethyl)urea CN(C1=C(CCNC(=O)NCC2=CSC=C2)C=CC(=C1)C)C